[Cl-].C[N+](CCOC(CCCCCCCCCCCCCCCCC)=O)(CCOC(CCCCCCCCCCCCCCCCC)=O)C dimethyl-bis(stearoyloxyethyl)ammonium chloride